tert-butyl 2-((4-formylbenzyl) oxy)-3-iodo-5,8-dihydro-1,7-naphthyridine-7(6H)-carboxylate C(=O)C1=CC=C(COC2=NC=3CN(CCC3C=C2I)C(=O)OC(C)(C)C)C=C1